(S)-2,5-dioxopyrrolidin-1-yl 44-((((9H-fluoren-9-yl) methoxy) carbonyl)amino)-38-oxo-2,5,8,11,14,17,20,23,26,29,32,35-dodecaoxa-39-azapentatetracontan-45-oate C1=CC=CC=2C3=CC=CC=C3C(C12)COC(=O)N[C@@H](CCCCNC(CCOCCOCCOCCOCCOCCOCCOCCOCCOCCOCCOCCOC)=O)C(=O)ON1C(CCC1=O)=O